9,9'-(5-(2,6-diphenylpyrimidin-4-yl)-1,3-phenylene)bis(3-methyl-9H-carbazole) C1(=CC=CC=C1)C1=NC(=CC(=N1)C=1C=C(C=C(C1)N1C2=CC=CC=C2C=2C=C(C=CC12)C)N1C2=CC=CC=C2C=2C=C(C=CC12)C)C1=CC=CC=C1